NC1=NN2C(N=C(C=C2)C=2C=C3CN(C(C3=C(C2)NS(=O)(=O)C)=O)[C@@H](C)C2CC2)=C1C(=O)NC1=CC(=NC=C1)C (S)-2-amino-5-(2-(1-cyclopropylethyl)-7-(methylsulfonamido)-1-oxoisoindolin-5-yl)-N-(2-methylpyridin-4-yl)pyrazolo[1,5-a]pyrimidine-3-carboxamide